dispiro[2.0.2.1]heptane C1CC12C1(CC1)C2